methyl (S)-(4-(3-(5-(methylcarbamoyl)pyridin-3-yl)-6-((tetrahydrofuran-3-yl)oxy)imidazo[1,2-b]pyridazin-7-yl)phenyl)carbamate CNC(=O)C=1C=C(C=NC1)C1=CN=C2N1N=C(C(=C2)C2=CC=C(C=C2)NC(OC)=O)O[C@@H]2COCC2